2-[1-[(2,3-difluorophenyl)methyl]-5-oxopyrrolidin-2-yl]-N-ethylsulfonylacetamid FC1=C(C=CC=C1F)CN1C(CCC1=O)CC(=O)NS(=O)(=O)CC